2-ethoxy-ethoxycarbonyl-1,2-dihydroquinoline C(C)OCCOC(=O)N1CC=CC2=CC=CC=C12